tert-butyl ((2S)-1-((3S)-3-(((S)-1-amino-1-oxo-3-((S)-2-oxopyrrolidin-3-yl)propan-2-yl)carbamoyl)-6-oxa-2-azaspiro[4.5]decane-2-yl)-3,3-dimethyl-1-oxobutan-2-yl)carbamate NC([C@H](C[C@H]1C(NCC1)=O)NC(=O)[C@H]1N(CC2(C1)OCCCC2)C([C@H](C(C)(C)C)NC(OC(C)(C)C)=O)=O)=O